C(C)(C)(C)OC(CO[C@H]1CN(CCC1)C1=NC(=NC=C1)N)=O (R)-2-((1-(2-aminopyrimidin-4-yl)piperidin-3-yl)oxy)acetic acid tert-butyl ester